4-((3-(4-(((3S,4R)-3-fluoro-1-methylpiperidin-4-yl)amino)-1-(2,2,2-trifluoroethyl)-1H-indol-2-yl)prop-2-yn-1-yl)amino)-N-(1-hydroxypropan-2-yl)-3-methoxybenzamide F[C@H]1CN(CC[C@H]1NC1=C2C=C(N(C2=CC=C1)CC(F)(F)F)C#CCNC1=C(C=C(C(=O)NC(CO)C)C=C1)OC)C